FC1=CC=C(C=C1)CN1C(=NOC1=O)CC1=C(C=CC=C1)C(F)(F)F 4-[(4-fluorophenyl)methyl]-3-{[2-(trifluoromethyl)phenyl]methyl}-4,5-dihydro-1,2,4-oxadiazol-5-one